1-(6-(6'-Chlorospiro[cyclopropane-1,3'-pyrrolo[3,2-c]pyridin]-1'(2'h)-yl)-2-(1,1-difluoroethyl)pyrimidin-4-yl)ethan-1-one ClC1=CC2=C(C=N1)C1(CN2C2=CC(=NC(=N2)C(C)(F)F)C(C)=O)CC1